3,5,6-trimethyl-3-cyclohexene-1-formaldehyde CC=1CC(C(C(C1)C)C)C=O